FC=1C=NC(=NC1)C=1C=C(C[C@@]2(C[C@H]([C@@H](C2)NS(=O)(=O)C)O)C(=O)OCC=2C=NC(=C(C2)C(F)(F)F)OC)C=CC1O |o1:11,13,14| (6-methoxy-5-(trifluoromethyl)pyridin-3-yl)methanol (1R*,3R*,4R*)-1-(3-(5-fluoropyrimidin-2-yl)-4-hydroxybenzyl)-3-hydroxy-4-(methylsulfonamido)cyclopentane-1-carboxylate